ClC1=C(C=C(C(=C1)F)C1=NC=NC2=CC(=CC=C12)N1CCOCC1)C(O)C=1SC=C(N1)CNC [2-Chloro-4-fluoro-5-(7-morpholin-4-ylquinazolin-4-yl)phenyl]-(4-methylaminomethylthiazol-2-yl)methanol